BrC1=C(C=C(C=C1OC)C(CCCCNC(OC(C)(C)C)=O)=O)OC tert-butyl (5-(4-bromo-3,5-dimethoxyphenyl)-5-oxopentyl)carbamate